hexahydrofuro[3,2-b]furan-3-ol O1C2C(C(C1)O)OCC2